1-[4-[trans-4-[(4-aminocyclohexyl)amino]-3-[N'-(2-chloro-5-fluoro-phenyl)carbamimidoyl]pyrrolo[1,2-b]pyridazin-6-yl]-3-methyl-phenyl]-3-(3-hydroxy-3-methyl-butyl)urea N[C@@H]1CC[C@H](CC1)NC=1C=2N(N=CC1C(N)=NC1=C(C=CC(=C1)F)Cl)C=C(C2)C2=C(C=C(C=C2)NC(=O)NCCC(C)(C)O)C